ClC1=CC(=C(OCC=2C=C(C=CC2OC)/C=C/C(=O)C2=C(C=CC=C2)O)C=C1C)C(C)C (2E)-3-(3-[4-Chloro-5-methyl-2-(methylethyl)phenoxy]methyl-4-methoxyphenyl)-1-(2-hydroxyphenyl)prop-2-en-1-one